(5-(4-methylphenyl)-1,3,4-oxadiazole-2-yl)methylamine CC1=CC=C(C=C1)C1=NN=C(O1)CN